OC=1C=C(C(=[N+](C1)[O-])C(=O)OC)C 5-hydroxy-2-(methoxycarbonyl)-3-methylpyridine 1-oxide